ClC=1C=C(C=CC1C(NC1CCNCC1)=O)NC(=O)C=1N(C(=CN1)C1=C(C(=C(C=C1)OC)F)F)C N-[3-chloro-4-(4-piperidinylcarbamoyl)phenyl]-5-(2,3-difluoro-4-methoxy-phenyl)-1-methyl-imidazole-2-carboxamide